1-(4-chlorobenzyl)-1H-indole-5-carboxylic acid methyl ester COC(=O)C=1C=C2C=CN(C2=CC1)CC1=CC=C(C=C1)Cl